tert-butyl (2-(5-(aminomethyl)-3-methyl-1H-indol-2-yl)benzyl)(methyl)carbamate NCC=1C=C2C(=C(NC2=CC1)C1=C(CN(C(OC(C)(C)C)=O)C)C=CC=C1)C